5-((2-oxo-2,3-dihydro-1H-benzo[d]imidazol-1-yl)methyl)indoline-1-carboxylic acid tert-butyl ester C(C)(C)(C)OC(=O)N1CCC2=CC(=CC=C12)CN1C(NC2=C1C=CC=C2)=O